4-((5-chloro-2-((6-methoxy-1,2-dimethyl-1,2,3,4-tetrahydro isoquinolin-7-yl)amino)pyrimidin-4-yl)amino)-3-(dimethylphosphoryl)phenylsulfurofluoridate dihydrochloride Cl.Cl.ClC=1C(=NC(=NC1)NC1=C(C=C2CCN(C(C2=C1)C)C)OC)NC1=C(C=C(C=C1)OS(=O)(=O)F)P(=O)(C)C